C(C1=CC=CC=C1)N1CCC(CC1)CCNC(=O)C=1C=NC=2N(C1C)N=C(C2)C2=CC(=C(C(=C2)F)F)F N-[2-(1-benzylpiperidin-4-yl)ethyl]-7-methyl-2-(3,4,5-trifluorophenyl)pyrazolo[1,5-a]pyrimidine-6-carboxamide